5-Bromo-M-(1-methyl-1H-tetrazol-5-yl)benzene-1,2-diamine BrC1=CC(=C(C(=C1)N)N)C1=NN=NN1C